COC1=C(C(=CC=C1)OC)C1=CN(C2=NC(=CC=C21)NC(=O)[C@H]2[C@@H](C2)CN2CCOCC2)COCC[Si](C)(C)C trans-N-[3-(2,6-dimethoxyphenyl)-1-{[2-(trimethylsilyl)ethoxy]methyl}pyrrolo[2,3-b]pyridin-6-yl]-2-(morpholin-4-ylmethyl)cyclopropane-1-carboxamide